2-methyl-6-(3-methyl-3H-imidazo[4,5-b]pyridin-6-yl)-5-(1-((1-methylcyclopentyl)methyl)-1H-pyrazol-4-yl)nicotinonitrile CC1=C(C#N)C=C(C(=N1)C=1C=C2C(=NC1)N(C=N2)C)C=2C=NN(C2)CC2(CCCC2)C